BrC1=NN2C(C=CC=C2C=2SC3=C(C2)C=C(C=C3)NS(=O)(=O)C)=N1 N-[2-(2-bromo-[1,2,4]triazolo[1,5-a]pyridin-5-yl)benzothien-5-yl]methanesulfonamide